2-(5-{[(1R,3s,5S)-8-Azabicyclo[3.2.1]octan-3-yl](methyl)amino}[1,3]thiazolo[5,4-d][1,3]thiazol-2-yl)-5-(4-fluoro-1H-pyrazol-1-yl)pyridin-3-ol Hydrochlorid Cl.[C@H]12CC(C[C@H](CC1)N2)N(C=2SC1=C(N2)SC(=N1)C1=NC=C(C=C1O)N1N=CC(=C1)F)C